tert-Butyl 6-((5-(trifluoromethyl)pyridin-2-yl)oxy)-2-azaspiro[3.3]heptane-2-carboxylate FC(C=1C=CC(=NC1)OC1CC2(CN(C2)C(=O)OC(C)(C)C)C1)(F)F